Cl.C[C@H]1CNCC1 3-(R)-Methylpyrrolidine hydrochloride